methyl 2-(6-(difluoromethyl)-4-isopropyl-1-oxophthalazin-2(1H)-yl)acetate FC(C=1C=C2C(=NN(C(C2=CC1)=O)CC(=O)OC)C(C)C)F